BrC1=NC(=NN1C)C1CC1 5-bromo-3-cyclopropyl-1-methyl-1,2,4-triazole